N-(4-(2-aminoethyl)phenyl)-1-methylpiperidine-4-carboxamide NCCC1=CC=C(C=C1)NC(=O)C1CCN(CC1)C